(±)-(4Z)-2-[[trans-4-methoxycycloheptyl]amino]-4-(quinoxalin-6-ylmethylene)-1H-imidazol-5-one CO[C@@H]1CC[C@H](CCC1)NC=1NC(/C(/N1)=C/C=1C=C2N=CC=NC2=CC1)=O |r|